tert-butyl 4-[3-(hydroxymethyl)cyclobutoxy]piperidine-1-carboxylate OCC1CC(C1)OC1CCN(CC1)C(=O)OC(C)(C)C